6-((3-acetamido-4-((4-methyl-5-nitrothiazol-2-yl)carbamoyl)phenyl)amino)hexanoic acid C(C)(=O)NC=1C=C(C=CC1C(NC=1SC(=C(N1)C)[N+](=O)[O-])=O)NCCCCCC(=O)O